ClC1=C(C=C(OCC=2NC=NN2)C=C1)F 5-((4-chloro-3-fluorophenoxy)methyl)-4H-1,2,4-triazol